1-propyl-2-methylpyridinium methanesulfonate CS(=O)(=O)[O-].C(CC)[N+]1=C(C=CC=C1)C